((5-bromo-1H-inden-3-yl)oxy)(tert-butyl)dimethylsilane BrC=1C=C2C(=CCC2=CC1)O[Si](C)(C)C(C)(C)C